5-(7-bromo-2,6-dichloro-8-fluoro-quinazolin-5-yl)-N,N-dimethyl-6,7,8,9-tetrahydro-4H-pyrazolo[1,5-a][1,4]diazocine-2-carboxamide BrC1=C(C(=C2C=NC(=NC2=C1F)Cl)N1CC=2N(CCCC1)N=C(C2)C(=O)N(C)C)Cl